tert-butyl 4-[2-ethyl-7-({8-fluoro-2-methylimidazo[1,2-a]pyridin-6-yl}carbamoyl)indazol-4-yl]-2-(hydroxymethyl)piperazine-1-carboxylate C(C)N1N=C2C(=CC=C(C2=C1)N1CC(N(CC1)C(=O)OC(C)(C)C)CO)C(NC=1C=C(C=2N(C1)C=C(N2)C)F)=O